tert-butyl 1-(2-methoxyethyl)-3-trityl-3,8-diazabicyclo[3.2.1]Octane-8-carboxylate COCCC12CN(CC(CC1)N2C(=O)OC(C)(C)C)C(C2=CC=CC=C2)(C2=CC=CC=C2)C2=CC=CC=C2